4-chloro-2,6-diphenyl-1,3,5-triazine ClC1=NC(=NC(=N1)C1=CC=CC=C1)C1=CC=CC=C1